FC(OCC=1[C@@H]([C@@H]([C@H]([C@@H](C1)NCCC1CCC(CC1)(C)C)O)O)O)F (1S,2S,3S,6R)-4-((difluoromethoxy)methyl)-6-((2-(4,4-dimethylcyclohexyl)ethyl)amino)cyclohex-4-ene-1,2,3-triol